tert-butyl N-(3-bromo-2-fluoro-phenyl)carbamate BrC=1C(=C(C=CC1)NC(OC(C)(C)C)=O)F